O=C1NC(CCC1N1C(C2=CC=CC(=C2C1=O)OCCCCCCCCO)=O)=O 2-(2,6-dioxopiperidin-3-yl)-4-((8-hydroxyoctyl)oxy)isoindoline-1,3-dione